2-(PYRIDIN-4-YL)ACETALDEHYDE N1=CC=C(C=C1)CC=O